C(C)(=O)[C@H]1N(CC1)C(=O)OCCCC butyl (2S)-2-acetylazetidine-1-carboxylate